NC1=CC=C(C(=C1C(=O)N1[C@@H](CCCC1)C=1C=NN(C1)C)F)C=1C(=C2C(=NC1)NCC21CCC(CC1)O)Cl (6-Amino-3-((1S,4s)-4'-chloro-4-hydroxy-1',2'-dihydrospiro[cyclohexane-1,3'-pyrrolo[2,3-b]pyridin]-5'-yl)-2-fluorophenyl)((S)-2-(1-methyl-1H-pyrazol-4-yl)piperidin-1-yl)methanone